C(#N)C=1C=C(C=CC1)C=1N=C(SC1C1=CC(=NC(=C1)Cl)Cl)NC(=O)N1CC2(COC2)C1 N-[4-(3-Cyanophenyl)-5-(2,6-dichloro-4-pyridyl)thiazol-2-yl]-2-oxa-6-azaspiro[3.3]heptan-6-carboxamid